P(O)(=O)(OP(=O)(O)OP(=O)(O)O)OC[C@@H]1[C@H]([C@H]([C@@H](O1)N1CN=C2C(N)(N=CN=C12)C)O)O 6-methyladenosine 5'-triphosphate